1-(4-(3-Fluoro-5-(trifluoromethyl)benzyl)pyridin-2-yl)-4-(hydroxymethyl)-1H-pyrazol-3-carboxamid FC=1C=C(CC2=CC(=NC=C2)N2N=C(C(=C2)CO)C(=O)N)C=C(C1)C(F)(F)F